C1(=CC=CC=C1)N(C(C(F)(F)F)=O)C(=O)OC(C)(C)C N-phenyl-N-tert-butoxycarbonyl-trifluoroacetamide